N1C(CCC1)C(=O)O 2-pyrrolidinecarboxylic acid